biphenyl-2-ol C=1(C(=CC=CC1)O)C1=CC=CC=C1